C(C)OC(=O)N1CC(C1)OC1=NC=C(C2=CC(=NC=C12)Cl)C(C)(C)N=[N+]=[N-] 3-((4-(2-azidopropan-2-yl)-6-chloro-2,7-naphthyridin-1-yl)oxy)azetidine-1-carboxylic acid ethyl ester